methyl (1-((6-chloro-4-methoxypyridin-3-yl)methyl)-7-hydroxy-3-iodo-1H-pyrazolo[4,3-d]pyrimidin-5-yl)carbamate ClC1=CC(=C(C=N1)CN1N=C(C=2N=C(N=C(C21)O)NC(OC)=O)I)OC